5-(4-(2-cyclohexylethynyl)phenoxy)-1H-1,2,3-triazole-4-carboxylic acid C1(CCCCC1)C#CC1=CC=C(OC2=C(N=NN2)C(=O)O)C=C1